C(C)(C)(C)OC(=O)N1C(=C(C2=CC(=CC=C12)Cl)CC)C1=CC(=C(C=C1)OC)OC 5-chloro-2-(3,4-dimethoxyphenyl)-3-ethyl-1H-indole-1-carboxylic acid tert-butyl ester